dimethyl-1H-indole-1-carboxylate CC1=C(N(C2=CC=CC=C12)C(=O)[O-])C